The molecule is a 1-acyl-2-arachidonoyl-sn-glycerol 3-phosphate(2-) obtained by deprotonation of the phosphate OH groups of 1-stearoyl-2-arachidonoyl-sn-glycero-3-phosphate; major species at pH 7.3. It is a conjugate base of a 1-stearoyl-2-arachidonoyl-sn-glycero-3-phosphate. CCCCCCCCCCCCCCCCCC(=O)OC[C@H](COP(=O)([O-])[O-])OC(=O)CCC/C=C\\C/C=C\\C/C=C\\C/C=C\\CCCCC